C(C)(C)(C)OC(=O)N1C(=CC=C1)C=1C=C2C(=CC=NC2=CC1OC)OC1=CC=C(C=C1)NC(=O)C1(CC1)C(NC1=CC=C(C=C1)F)=O.C(C)N(CCNC(CCCCCCCCCCCCCCCCC)=O)CC N-[2-(diethylamino)ethyl]octadecanoamide tert-butyl-2-[4-[4-[[1-[(4-fluorophenyl)carbamoyl]cyclopropanecarbonyl]amino]phenoxy]-7-methoxyquinolin-6-yl]pyrrole-1-carboxylate